FC1CC(C1)OC1CCC(CC1)NC(=O)C=1C=CC2=C(C=3N(CCO2)C=NC3)C1 N-((1r,4r)-4-((1s,3s)-3-Fluorocyclobutoxy)cyclohexyl)-5,6-dihydrobenzo[f]imidazo[1,5-d][1,4]oxazepine-10-carboxamide